CC=1NC(C=CC1N1CN(C2=CC(=CC=C2C1=O)C(F)(F)F)[C@@H]1[C@@H](CCCC1)C)=O 3-(2-methyl-6-oxo-1,6-dihydropyridin-3-yl)-1-((1s,2r)-2-methylcyclohexyl)-7-(trifluoromethyl)-2,3-dihydroquinazolin-4(1H)-one